BrC1=CC(=C(C(=C1)NCC(F)F)N)F 5-bromo-N1-(2,2-difluoroethyl)-3-fluorobenzene-1,2-diamine